FC=1C=2N(C=CC1C)C(=CN2)C2=C1CNC(C1=C(C=C2)NC2=NC=C(C=C2)N2CCC(CC2)(CN2CCOCC2)O)=O 4-(8-fluoro-7-methylimidazo[1,2-a]pyridin-3-yl)-7-((5-(4-hydroxy-4-(morpholino-methyl)piperidin-1-yl)pyridin-2-yl)amino)isoindolin-1-one